BrC1=CC(=CC=C1)OCCCC1=CC=CC=C1 1-bromo-3-(3-phenylpropoxy)benzene